C(CCCCCCCCCCC)C1=C(SC=C1)C=1C(=C(SC1)C=1SC=CC1)C=1SC=CC1CCCCCCCCCCCC bis(3-dodecyl-2-thienyl)-2,2'-bithiophene